C(C=C)C1(CC(C1)(C1=NN=CN1C)C1=CC(=CC=C1)Br)O (1r,3s)-1-allyl-3-(3-bromophenyl)-3-(4-methyl-4H-1,2,4-triazol-3-yl)cyclobutan-1-ol